ortho-ketophenol O=C1C(C=CC=C1)O